1-n-propyl-3-methylimidazolium bromide salt [Br-].C(CC)N1C=[N+](C=C1)C